10-(2-((3aR,6aS)-3a,6a-dimethyltetrahydro-1H-furo[3,4-c]pyrrol-5(3H)-yl)ethyl)-3,7-di(1H-indazol-5-yl)-10H-phenoxazine C[C@@]12[C@@](CN(C1)CCN1C3=CC=C(C=C3OC=3C=C(C=CC13)C=1C=C3C=NNC3=CC1)C=1C=C3C=NNC3=CC1)(COC2)C